(1H-benzimidazol-5-ylamino){4-[5-(ethoxymethyl)thiophen-3-yl]-2,3-difluorophenyl}acetonitrile N1C=NC2=C1C=CC(=C2)NC(C#N)C2=C(C(=C(C=C2)C2=CSC(=C2)COCC)F)F